2,3-dichloro-N-(4-methoxybenzyl)-4-(piperazin-1-yl)aniline ClC1=C(NCC2=CC=C(C=C2)OC)C=CC(=C1Cl)N1CCNCC1